4-propylbenzotriazole C(CC)C1=CC=CC=2NN=NC21